(2-methylenetetrahydro-1H-pyrrolizin-7a(5H)-yl)methanol indium-tin [Sn].[In].C=C1CC2(CCCN2C1)CO